(6R)-6-benzyloxy-12,12-dimethyl-17-nitro-6,15-bis(trifluoromethyl)-19-oxa-3,4,13,18-tetrazatricyclo[12.3.1.12,5]nonadeca-1(18),2,4,8,14,16-hexaene C(C1=CC=CC=C1)O[C@]1(C2=NN=C(C=3C(=CC(=C(NC(CCC=CC1)(C)C)N3)C(F)(F)F)[N+](=O)[O-])O2)C(F)(F)F